2-amino-3-bromo-5-fluoropyridine NC1=NC=C(C=C1Br)F